FC1=C(N)C=CC=C1CN1C(OC2=CC(=CN=C2C1)OC=1N=NC=CC1)=O 2-fluoro-3-{[2-oxo-7-(3-pyridazinyloxy)-3,4-dihydro-2H-1-oxa-3,5-diazanaphth-3-yl]methyl}aniline